1-[2-(4,6-dichloro-1H-pyrazolo[4,3-c]pyridin-1-yl)ethyl]piperidine-4-carbonitrile ClC1=NC(=CC2=C1C=NN2CCN2CCC(CC2)C#N)Cl